4-[[(1S,2S)-2-[(3R)-3-Aminopiperidin-1-yl]-4,6-dichloro-2,3-dihydro-1H-inden-1-yl]oxy]benzene N[C@H]1CN(CCC1)[C@@H]1[C@H](C2=CC(=CC(=C2C1)Cl)Cl)OC1=CC=CC=C1